(S)-6-fluoro-3-(4-((6-oxo-5-(trifluoromethyl)-1,6-dihydropyridazin-4-yl)amino)hexyl)-7-(5-(trifluoromethyl)pyrimidin-2-yl)quinazolin-4(3H)-one FC=1C=C2C(N(C=NC2=CC1C1=NC=C(C=N1)C(F)(F)F)CCC[C@H](CC)NC=1C=NNC(C1C(F)(F)F)=O)=O